ClC=1C=C2C(=NN(C2=CC1)C=1C=NC=CC1)C(C)N1N=C(C=2C1=NC=NC2N)C (1-(5-chloro-1-(pyridin-3-yl)-1H-indazol-3-yl)ethyl)-3-methyl-1H-pyrazolo[3,4-d]pyrimidin-4-amine